1-aminoethyl-3-ethylpyridine bromide salt [Br-].NC(C)C1=NC=CC=C1CC